CC=1NN=C2C1N(C(N=C2)=O)C 3,4-dimethyl-2,4-dihydro-5H-pyrazolo[4,3-d]Pyrimidin-5-one